7-((3-chlorobenzyl)oxy)-4-trifluoromethyl-2H-1-benzopyran-2-one ClC=1C=C(COC2=CC3=C(C(=CC(O3)=O)C(F)(F)F)C=C2)C=CC1